(R)-6-cyclopropyl-5-formyl-N-(3-(1-(4-methyl-4H-1,2,4-triazol-3-yl)propan-2-yl)phenyl)pyridine C1(CC1)C1=C(C=CCN1C1=CC(=CC=C1)[C@@H](CC1=NN=CN1C)C)C=O